2-(Chlorocarbonyl)isoindoline-4-carboxylic acid methyl ester COC(=O)C=1C=2CN(CC2C=CC1)C(=O)Cl